methyl-5-[(4-bromo-6-fluoro-7-methyl-1H-indol-5-yl)oxy]-2-fluoro-benzonitrile CC=1C(=C(C#N)C=C(C1)OC=1C(=C2C=CNC2=C(C1F)C)Br)F